CC1(COC(OC1)C1=CC=C(N)C=C1)C 4-(5,5-dimethyl-1,3-dioxane-2-yl)aniline